3-bromo-2-fluorobenzaldehyde BrC=1C(=C(C=O)C=CC1)F